3-(4-acetamidophenyl)-N-methyl-N-pyrimidin-2-yl-imidazo[1,2-a]pyrazine-6-carboxamide C(C)(=O)NC1=CC=C(C=C1)C1=CN=C2N1C=C(N=C2)C(=O)N(C2=NC=CC=N2)C